C1(CCCCC1)N(CCC(=C)C1=CC=CC=C1)C1CCCCC1 1-dicyclohexylamino-3-phenylbut-3-ene